C(C)(C)(C)OCCN(CCC(C(=O)O)NC(CC(C(F)F)(C)C)=O)CCCCC1=NC=2NCCCC2C=C1 4-[2-tert-butoxyethyl-[4-(5,6,7,8-tetrahydro-1,8-naphthyridin-2-yl)butyl]amino]-2-[(4,4-difluoro-3,3-dimethyl-butanoyl)amino]butanoic acid